methyl 3-(9-((4-(((tert-butoxycarbonyl)amino)methyl)-2-methylphenyl)carbamoyl)-4,5-dihydrobenzo[b]thieno[3,4-d]oxepin-8-yl)-6-(propylcarbamoyl)picolinate C(C)(C)(C)OC(=O)NCC1=CC(=C(C=C1)NC(=O)C1=CC2=C(OCCC=3C2=CSC3)C=C1C=1C(=NC(=CC1)C(NCCC)=O)C(=O)OC)C